C(C)(C)(C)OC(=O)N1CCC(CC1)\C=C/CO (Z)-4-(3-hydroxyprop-1-en-1-yl)piperidine-1-carboxylic acid tert-butyl ester